ClC1=NC=C(C(=N1)OCC1=CC=C(C=C1)OC)C1=CC=C(N=N1)N([C@@H]1[C@@H]([C@H]2CC[C@@H](C1)N2C(=O)OC(C)(C)C)F)C |r| (±)-tert-butyl (1R,2S,3S,5S)-3-((6-(2-chloro-4-((4-methoxybenzyl)oxy)pyrimidin-5-yl)pyridazin-3-yl)(methyl)amino)-2-fluoro-8-azabicyclo[3.2.1]octane-8-carboxylate